5-fluoro-1-methyl-3-(pyrrolidin-3-yl)-1H-pyrrolo[2,3-b]Pyridine hydrochloride Cl.FC=1C=C2C(=NC1)N(C=C2C2CNCC2)C